ClC=1N=C(SC1)N1N=CC(=C1)C(C(=O)NC1=CC(=NN1)C1CC1)C 2-(1-(4-chlorothiazol-2-yl)-1H-pyrazol-4-yl)-N-(3-cyclopropyl-1H-pyrazol-5-yl)propanamide